Dimethyl(2-methacryloyloxyethyl)(3-phosphonatopropyl)aminium C[N+](CCCP(=O)([O-])[O-])(CCOC(C(=C)C)=O)C